1-((3-(5-(5-methylpyrazin-2-yl)-4,5-dihydro-1H-pyrazole-1-carbonyl)bicyclo[1.1.1]-pentan-1-yl)methyl)-1H-pyrazolo[4,3-b]pyridine-5-carbonitrile CC=1N=CC(=NC1)C1CC=NN1C(=O)C12CC(C1)(C2)CN2N=CC1=NC(=CC=C12)C#N